5-(2-(formyl)benzoyl)amino-3-(1-neopentylpiperidin-4-yl)-1H-indole C(=O)C1=C(C(=O)NC=2C=C3C(=CNC3=CC2)C2CCN(CC2)CC(C)(C)C)C=CC=C1